(+)-dihydrocodeinone C1=CC(OC)=C2C=3[C@@]45[C@@H](O2)C(=O)CC[C@H]4[C@@H](CC13)N(C)CC5